(3R)-2-(benzyloxycarbonylamino)-3-(1-cyclopropylcyclopropoxy)butanoic acid C(C1=CC=CC=C1)OC(=O)NC(C(=O)O)[C@@H](C)OC1(CC1)C1CC1